(2R,4S,5R,6R)-6-((1R,2R)-3-benzamido-1,2-dihydroxypropyl)-4-hydroxy-5-(2-hydroxyacetamido)-2-(2-(2-(prop-2-yn-1-yloxy)ethoxy)ethoxy)tetrahydro-2H-pyran-2-carboxylic acid C(C1=CC=CC=C1)(=O)NC[C@H]([C@@H](O)[C@H]1[C@@H]([C@H](C[C@@](O1)(C(=O)O)OCCOCCOCC#C)O)NC(CO)=O)O